1,6-Anhydro-β-D-cellobiose C1[C@@H]2[C@H]([C@@H]([C@H]([C@H](O1)O2)O)O)O[C@H]3[C@@H]([C@H]([C@@H]([C@H](O3)CO)O)O)O